N-[(2S)-1-(4-{[5-(3,4-dimethyl-1,2-oxazol-5-yl)thiophen-2-yl]sulfonyl}piperazin-1-yl)propan-2-yl]-8-[(dimethylamino)methyl]quinazolin CC1=NOC(=C1C)C1=CC=C(S1)S(=O)(=O)N1CCN(CC1)C[C@H](C)N1CN=CC2=CC=CC(=C12)CN(C)C